C1(CCCCC1)NC1=NC(=NC2=CC=CC=C12)NC1=CC2=C(OC(O2)(F)F)C=C1 N4-cyclohexyl-N2-(2,2-difluorobenzo[d][1,3]dioxol-5-yl)quinazoline-2,4-diamine